C1(CCCC1)C1=C(C=NC=2N1N=CC2)NC(=O)NC=2C=C(C(=NC2)C2=NOC(=N2)CC(CC(=O)O)(C)C)C 4-{3-[5-({[(7-cyclopentylpyrazolo[1,5-a]pyrimidin-6-yl)amino]carbonyl}amino)-3-methylpyridin-2-yl]-1,2,4-oxadiazol-5-yl}-3,3-dimethylbutyric acid